NC1=CC=CC(=N1)S(=O)(=O)NC(=O)C=1C(=NC(=CC1)C1=CC=C(C=C1)C)OC1=C(C=C(C=C1C)C)C N-[(6-Amino-2-pyridyl)sulfonyl]-6-(p-tolyl)-2-(2,4,6-trimethylphenoxy)pyridin-3-carboxamid